potassium L-ascorbic acid O=C1C(O)=C(O)[C@H](O1)[C@@H](O)CO.[K]